C(C)(=O)N1CCN(CC1)S(=O)(=O)NC(NC1=C(C=C(C=C1C(C)C)Cl)C(C)C)=O 4-Acetyl-N-((4-chloro-2,6-diisopropylphenyl)carbamoyl)-piperazin-1-sulfonamid